C(C)(C)(C)OC(=O)N1CC(C1)C1=NN(C2=NC=CC(=C21)Cl)C2=CC=C(C=C2)OC(F)(F)F 3-(4-chloro-1-(4-(trifluoromethoxy)phenyl)-1H-pyrazolo[3,4-b]pyridin-3-yl)azetidine-1-carboxylic acid tert-butyl ester